4-chlorobenzyl (4-((N,2-dimethyloxazole-5-carboxamido)meth-yl)phenyl)carbamate CN(C(=O)C1=CN=C(O1)C)CC1=CC=C(C=C1)NC(OCC1=CC=C(C=C1)Cl)=O